COC(C1CCN(CC1)C1=CC=C(C=C1)[C@@H]1C=2C=CC(=CC2CC[C@@H]1C1=CC=NC=C1)O)OC (5R,6S)-5-(4-(4-(dimethoxymethyl)piperidin-1-yl)phenyl)-6-(pyridine-4-yl)-5,6,7,8-tetrahydronaphthalen-2-ol